Cl.C(C1=CC=CC=C1)N1CC=2C(CC1)=NN(C2O)C2=C(C=CC=C2)Cl 5-benzyl-2-(2-chlorophenyl)-4,5,6,7-tetrahydro-2H-pyrazolo[4,3-c]pyridine-3-ol hydrochloride